Cl.COC([C@@H](N)CCCNC(N)=N)=O Arginine methyl ester hydrochloride